ClC=1C(=CC(=C(C1)N(C(=O)C1N(C2=CC=CC=C2C1(C)C)C(=O)OC(C)(C)C)C)F)F tert-butyl 2-((5-chloro-2,4-difluorophenyl)(methyl)carbamoyl)-3,3-dimethylindoline-1-carboxylate